NC=1C2=C(N=CN1)N(C=C2C=2C=C(CNS(=O)(=O)C)C=CC2)[C@@H]2C[C@@H](C2)CN2CCN(CC2)C N-(3-(4-amino-7-(cis-3-((4-methylpiperazin-1-yl)methyl)cyclobutyl)-7H-pyrrolo[2,3-d]pyrimidin-5-yl)benzyl)methanesulfonamide